N-{[4-(1-methyl-1H-pyrazol-4-yl)phenyl]methyl}-6-{7-nitroimidazo[1,2-a]pyridin-3-yl}pyrimidin-4-amine CN1N=CC(=C1)C1=CC=C(C=C1)CNC1=NC=NC(=C1)C1=CN=C2N1C=CC(=C2)[N+](=O)[O-]